8-(heptadecan-9-yloxy)-8-oxooctyl (2S,4S)-4-((3-(dimethylamino)propanoyl) oxy)-1-(6-oxo-6-(tridecan-3-yloxy)hexyl)pyrrolidine-2-carboxylate CN(CCC(=O)O[C@H]1C[C@H](N(C1)CCCCCC(OC(CC)CCCCCCCCCC)=O)C(=O)OCCCCCCCC(=O)OC(CCCCCCCC)CCCCCCCC)C